(trans)-3-Amino-N-methylcyclohexanecarboxamide hydrochloride Cl.N[C@@H]1C[C@H](CCC1)C(=O)NC